icosenoic acid glycidyl ester C(C1CO1)OC(C=CCCCCCCCCCCCCCCCCC)=O